3,4,5,6-tetramethylphenanthrene-9,10-dione CC=1C=CC=2C(C(C3=CC=C(C(=C3C2C1C)C)C)=O)=O